C1=C(C=CC=2OC3=C(C21)C=CC=C3)C3=CC=C(C=C3)C3=CC=C(C=C3)N(C=3C2=CC=CC=C2C=2C=CC=CC2C3)C3=CC=C(C=C3)C3=CC2=CC=CC=C2C=C3 {4'-(dibenzofuran-2-yl)-[1,1'-biphenyl]-4-yl}-4-(naphthalen-2-yl)phenyl-phenanthren-9-yl-amine